C1(CCCCC1)CN1C(=NC2=C1C=C(C=C2)N2C(CCCC2)C)C=2C=CC1=C(C(=NO1)C)C2 5-(1-(cyclohexylmethyl)-6-(2-methylpiperidin-1-yl)-1H-benzo[d]imidazol-2-yl)-3-methylbenzo[d]isoxazole